dicyclohexyl-(2',6'-diisopropoxy-[1,1'-biphenyl]-3-yl)phosphine C1(CCCCC1)P(C=1C=C(C=CC1)C1=C(C=CC=C1OC(C)C)OC(C)C)C1CCCCC1